COC=1C=C2C(C=C(O2)C=2N=C3N(N=C(C=C3)C)C2)=C(C1)O 6-methoxy-2-(6-methylimidazo[1,2-b]pyridazin-2-yl)benzofuran-4-ol